ClC1=CC(=C(N)C=C1OC)OC 4-chloro-2,5-dimethoxy-aniline